ClC1=C(C(=CC=C1Cl)O)[C@H]1C[C@@H]2N(C(CN(C2)C(=O)NCC)=O)C1 (7R,8aS)-7-(2,3-dichloro-6-hydroxyphenyl)-N-ethyl-4-oxo-hexahydropyrrolo[1,2-a]pyrazine-2-carboxamide